1-(3-bromo-4-fluoro-2-methoxy-5-methyl-5,6,7,9-tetrahydro-8H-pyrrolo[3,2-b:4,5-c']dipyridin-8-yl)-2-hydroxyethan-1-one BrC=1C(=C2C(=NC1OC)C=1CN(CCC1N2C)C(CO)=O)F